N-[(3R,5R)-4,4-Difluoro-5-(2-hydroxyethyl)pyrrolidin-3-yl]ethanesulfonamide hydrochloride Cl.FC1([C@@H](CN[C@@H]1CCO)NS(=O)(=O)CC)F